CN1CCOC2=C(C1=O)C=CC(=C2)NC2=CC=C(C=C2)N2CCC(CC2)C(F)(F)F 4-methyl-8-((4-(4-(trifluoromethyl)piperidin-1-yl)phenyl)amino)-3,4-dihydrobenzo[f][1,4]oxazepin-5(2H)-one